CN1C(=NC=C1)C(C#CCOC(C(CCC(=O)O)=O)=O)=O 5-((4-(1-methyl-1H-imidazol-2-yl)-4-oxobut-2-yn-1-yl)oxy)-4,5-dioxopentanoic acid